Ethyl rac-(1S,3R,4R)-3-fluoro-4-(trifluoromethanesulfonyloxy)cyclopentane-1-carboxylate F[C@@H]1C[C@H](C[C@H]1OS(=O)(=O)C(F)(F)F)C(=O)OCC |r|